N1=CN=CC2=C1C=CC=N2 PYRIDO[3,2-D]PYRIMIDIN